O1C[C@H](CCC1)C(=O)O (S)-tetrahydro-2H-pyran-3-carboxylic acid